Cl.N[C@@H]1[C@@H](CCCC1)CNCCO |r| racemic-2-({[(1S,2S)-2-Aminocyclohexyl]methyl}amino)ethanol hydrochloride